(R)-3-((R)-4-(benzyloxy)-2-methylbutanoyl)-4-isopropyloxazolidin-2-one C(C1=CC=CC=C1)OCC[C@H](C(=O)N1C(OC[C@H]1C(C)C)=O)C